ClC=1C(=NN(C1C(=O)NCC1=CC=C(C=C1)OC1=CC=C(C=C1)C)C)CC 4-chloro-3-ethyl-1-methyl-N-{(4-(4-methylphenoxy)phenyl)-methyl}-1H-pyrazole-5-carboxamide